FC=1C=C(C=C(C1C=O)O)N1C(CC1)CNC(OC)=O Methyl {[1-(3-fluoro-4-formyl-5-hydroxyphenyl)azetidin-2-yl]methyl}carbamate